((2S,3R,4R)-2-phenyl-4-(4-(trifluoromethyl)benzyl)tetrahydrofuran-3-yl)methanol C1(=CC=CC=C1)[C@H]1OC[C@@H]([C@@H]1CO)CC1=CC=C(C=C1)C(F)(F)F